CC=1C=CC=C(C1)O 5-methyl-phenol